FC=1C=C(COC=2C=C3N(C(N2)=O)CC24N3CC(C2)C4)C=CC1OC1=CC=C(C=C1)C(F)(F)F 3-((3-fluoro-4-(4-(trifluoromethyl)phenoxy)benzyl)oxy)-7,8-dihydro-1H,6H,9H-7,8a-methanopyrrolo[1',2':3,4]imidazo[1,2-c]pyrimidin-1-one